N-(2-aminoethyl)-3-(1,3-dioxo-3,4-dihydroisoquinolin-2(1H)-yl)propanamide NCCNC(CCN1C(C2=CC=CC=C2CC1=O)=O)=O